2,3,4,5,6,7-hexafluoronaphthalene FC1=CC2=CC(=C(C(=C2C(=C1F)F)F)F)F